diisodecyl nonanediate C(CCCCCCCC(=O)OCCCCCCCC(C)C)(=O)OCCCCCCCC(C)C